[Zn].[F] Fluorine zinc salt